(S)-2-ethynyl-2-hydroxy-5,5-dimethylcyclopentan-1-one C(#C)[C@@]1(C(C(CC1)(C)C)=O)O